C(C)(=O)N[C@@H](CC(N)=O)C(=O)O N-ACETYL-L-ASPARAGIN